(S)-2-(4-methoxybenzyl)-5-((1-(3-oxo-3-(8-(trifluoromethyl)-3,4-diHydropyrazino[1,2-a]indol-2(1H)-yl)propoxy)propan-2-yl)amino)-4-(trifluoromethyl)pyridazine COC1=CC=C(CN2NC=C(C(=C2)C(F)(F)F)N[C@H](COCCC(N2CC=3N(C=4C=CC(=CC4C3)C(F)(F)F)CC2)=O)C)C=C1